C(ONC(=O)C=1N=NSC1C(=O)O)([2H])([2H])[2H] 4-((Methoxy-d3)carbamoyl)-1,2,3-thiadiazole-5-carboxylic acid